[O-]S(=O)(=O)C(F)(F)F.COC(=O)C1=[N+](C(=CC=C1)C(=O)OC)C 2,6-bis(methoxycarbonyl)-1-methylpyridin-1-ium triflate